P(=O)(OCC[N+](C)(C)CC(COC(CCCCCCC\C=C/CCCCCCCC)=O)OC(CCCCCCC\C=C/CCCCCCCC)=O)(O)[O-] 2-((2,3-bis(oleoyloxy)propyl)dimethylammonio)ethyl hydrogen phosphate